C(C)(C)(C)OC(=O)N1CC(C1)COS(=O)(=O)C 3-(((methylsulfonyl)oxy)methyl)azetidine-1-carboxylic acid tert-butyl ester